ClC=1C=C(OC=2C(=CN=NC2)C2=NOC[C@H](N2)CC2=C(C=C(C=C2)C)C)C=CC1 |r| (5RS)-3-[5-(3-chlorophenoxy)pyridazin-4-yl]-5-(2,4-dimethylbenzyl)-5,6-dihydro-4H-1,2,4-oxadiazine